4-(2-oxo-2-(phenylamino)ethyl)pyrrolidine-2-carboxylic acid O=C(CC1CC(NC1)C(=O)O)NC1=CC=CC=C1